3-(tert-butoxycarbonylamino)thiophene C(C)(C)(C)OC(=O)NC1=CSC=C1